2-(4-cyclopropyl-6-methoxy-pyrimidin-5-yl)-4-[[6-[1-(cyclopropylmethyl)-4-(trifluoromethyl)imidazol-2-yl]-5-fluoro-3-pyridyl]methoxy]-5-methyl-pyrimidine C1(CC1)C1=NC=NC(=C1C1=NC=C(C(=N1)OCC=1C=NC(=C(C1)F)C=1N(C=C(N1)C(F)(F)F)CC1CC1)C)OC